I(=O)(=O)[O-].[Sc+3].I(=O)(=O)[O-].I(=O)(=O)[O-] scandium (III) iodate